(R)-1-(4-(4-((3-chloro-4-(1-(thiazol-4-yl)ethoxy)phenyl)amino)-7H-pyrrolo[2,3-d]pyrimidin-5-yl)piperidin-1-yl)prop-2-en-1-one ClC=1C=C(C=CC1O[C@H](C)C=1N=CSC1)NC=1C2=C(N=CN1)NC=C2C2CCN(CC2)C(C=C)=O